CN1CC2COCC(C1)C2N(C([O-])=O)C=2N=CC1=C(C(=C(C=C1C2)C2=C(C1=C(OCCN1)N=C2)C)F)N 7-Methyl-3-oxa-7-azabicyclo[3.3.1]nonan-9-yl(8-amino-7-fluoro-6-(8-methyl-2,3-dihydro-1H-pyrido[2,3-b][1,4]oxazin-7-yl)isoquinolin-3-yl)carbamate